C(=O)OC(C)C1=CC=CC=C1 α-phenylethyl formate